N-ethyl-2-(pyrrolidin-1-yl)ethane-1-amine C(C)NCCN1CCCC1